C[Si](CCOCN1N=CC=C1C#N)(C)C 1-((2-(trimethylsilyl)ethoxy)methyl)-1H-pyrazole-5-carbonitrile